FC(C=1C=CC(=C(C1)C1=NC=CC=C1)[Si](C)(C)C)(F)F 2-(5-(trifluoromethyl)-2-(trimethylsilyl)phenyl)pyridine